BrC1=NN2C(N(C(=C(C2=O)N2[C@H](CN(CC2)C(=O)OC(C)(C)C)C)CC)CC(=O)NC2=C(C=C(C=C2)C(F)(F)F)Cl)=N1 tert-butyl (S)-4-(2-bromo-4-(2-((2-chloro-4-(trifluoromethyl)phenyl)amino)-2-oxoethyl)-5-ethyl-7-oxo-4,7-dihydro-[1,2,4]triazolo[1,5-a]pyrimidin-6-yl)-3-methylpiperazine-1-carboxylate